C(#N)C=1C(=CC(=C(C(=O)NC(NC2=C(C=CC=C2)C)=O)C1)F)C1CC1 5-Cyano-4-cyclopropyl-2-fluoro-N-(o-tolylcarbamoyl)benzamide